FC1=C(C=CC(=C1)OC)C=1C=CC(N(N1)CC1=CC(=CC=C1)F)=O 6-(2-fluoro-4-methoxyphenyl)-2-(3-fluorobenzyl)pyridazin-3(2H)-one